C(C)(C)(C)OC(=O)NC1(CC2=CC(=CC=C2CC1)OC1=C(C=CC=C1)C1=C(C(=CC=C1)Cl)F)C(=O)OC methyl 2-((tert-butoxycarbonyl)amino)-7-((3'-Chloro-2'-fluoro-[1,1'-biphenyl]-2-yl)oxy)-1,2,3,4-tetrahydronaphthalene-2-carboxylate